2-(3-(1-((1S,2S,5R)-3-Azabicyclo[3.1.0]hexane-2-carbonyl)piperidine-4-carbonyl)-1H-pyrrolo[2,3-c]pyridin-1-yl)-5-fluoro-N,N-diisopropylbenzamide [C@H]12[C@H](NC[C@@H]2C1)C(=O)N1CCC(CC1)C(=O)C1=CN(C2=CN=CC=C21)C2=C(C(=O)N(C(C)C)C(C)C)C=C(C=C2)F